N[C@@H]1CN(CC1)C1=CC(=C(C=C1)C1=NN2C(N=C(C=C2C2CC2)C(=O)N2[C@@H](C3=CC=CC=C3CC2)C)=C1)F (2-(4-((S)-3-aminopyrrolidin-1-yl)-2-fluorophenyl)-7-cyclopropylpyrazolo[1,5-a]pyrimidin-5-yl)((R)-1-methyl-3,4-dihydroisoquinolin-2(1H)-yl)methanone